C[NH2+]C1=CC=CC=C1 methyl-phenyl-ammonium